3,5-Dihydroxy-4-isopropylyl-trans-stilbene OC1C=C(C=C(C1=C(C)C)O)\C=C\C1=CC=CC=C1